C(CCCCC(C)C)C1=CC=C(C=C1)OC1=CC=C(C=C1)CCCCCC(C)C mono-p-isooctylphenyl ether